3-chloro-5-fluoro-4-(6-((6-methylpyrimidin-4-yl)amino)-1H-pyrazolo[4,3-c]pyridin-1-yl)benzonitrile ClC=1C=C(C#N)C=C(C1N1N=CC=2C=NC(=CC21)NC2=NC=NC(=C2)C)F